2-(4-(2-(3-cyano-8-methylimidazo[1,2-a]pyridin-6-yl)-3-isopropyl-1H-indol-5-yl)piperidin-1-yl)-N,N-dimethylacetamide C(#N)C1=CN=C2N1C=C(C=C2C)C=2NC1=CC=C(C=C1C2C(C)C)C2CCN(CC2)CC(=O)N(C)C